C(C)OCC1(CCN(CC1)CC1=CN=C(S1)NC(C)=O)CCC1=CC=CC=C1 N-(5-((4-(ethoxymethyl)-4-phenethylpiperidin-1-yl)methyl)thiazol-2-yl)acetamide